N-((2-(6-(2,6-dimethylmorpholino-2,3,3,5,5,6-d6)-4-fluoropyridin-2-yl)-1,6-naphthyridin-7-yl)methyl)-3-((2-hydroxyethyl)sulfonyl)-4-methylbenzamide CC1(OC(C(N(C1([2H])[2H])C1=CC(=CC(=N1)C1=NC2=CC(=NC=C2C=C1)CNC(C1=CC(=C(C=C1)C)S(=O)(=O)CCO)=O)F)([2H])[2H])([2H])C)[2H]